BrC1=C(SC(=C1)C1=CC=C(C=C1)Cl)C1=CC=C(C=C1)C(C)(C)C 3-bromo-2-(4-tert-butylphenyl)-5-(4-chlorophenyl)thiophene